2,6-dihydroxy-3-nitro-benzophenone OC1=C(C(=O)C2=CC=CC=C2)C(=CC=C1[N+](=O)[O-])O